(1R,3S,5S)-3-((2-(hydroxymethyl)-7-((5-methyl-1H-pyrazol-3-yl)amino)-1,6-naphthyridin-5-yl)amino)-8-azabicyclo[3.2.1]octane-8-carboxylic acid tert-butyl ester C(C)(C)(C)OC(=O)N1[C@H]2CC(C[C@@H]1CC2)NC2=C1C=CC(=NC1=CC(=N2)NC2=NNC(=C2)C)CO